NCC1=NNC(C2=CC=C(C=C12)C=1C=NC=C(C1)C(F)F)=O 4-(aminomethyl)-6-(5-(difluoromethyl)pyridin-3-yl)phthalazin-1(2H)-one